COC=1C=C(C=CC1)CCC1=C(C=CC=C1)O 2-[2-(3-methoxyphenyl)ethyl]phenol